(8aR)-tert-butyl 2-(3-(benzyloxy)-3-oxo-1-phenylpropyl)-3-oxohexahydroimidazo[1,5-a]pyrazine-7(1H)-carboxylate C(C1=CC=CC=C1)OC(CC(C1=CC=CC=C1)N1C(N2[C@@H](CN(CC2)C(=O)OC(C)(C)C)C1)=O)=O